(5-(4-(4-cyanophenyl)piperidine-1-carbonyl)-2-methylphenyl)-1H-imidazole-1-carbothioamide C(#N)C1=CC=C(C=C1)C1CCN(CC1)C(=O)C=1C=CC(=C(C1)C=1N(C=CN1)C(N)=S)C